[O-]S(=O)(=O)C(F)(F)F.[Co+2].[O-]S(=O)(=O)C(F)(F)F Cobalt triflate